(3R)-3-(4-Chlorophenyl)-2-[(5-chloropyridin-2-yl)methyl]-4-fluoro-6-[1-hydroxy-1-(1-methyl-1H-pyrazol-4-yl)ethyl]-3-[(1-hydroxycyclopropyl)methoxy]-2,3-dihydro-1H-isoindol-1-on ClC1=CC=C(C=C1)[C@@]1(N(C(C2=CC(=CC(=C12)F)C(C)(C=1C=NN(C1)C)O)=O)CC1=NC=C(C=C1)Cl)OCC1(CC1)O